COC1=C(C=C(C=C1OC)CC1=NNC(C2=CC=CC=C12)=O)C1=CC2=C(NC(=N2)NC(=O)NCC)C=C1 1-(5-(2,3-dimethoxy-5-((4-oxo-3,4-dihydrophthalazin-1-yl)methyl)phenyl)-1H-benzimidazol-2-yl)-3-ethylurea